tert-butyl (E)-3-(3-cyanopropylidene)pyrrolidine-1-carboxylate C(#N)CC\C=C/1\CN(CC1)C(=O)OC(C)(C)C